FC(OC1=CC=C(OC2=NC=C(C=C2C(=O)NC2=CC(=CC=C2)S(=O)(=O)C)C(F)(F)F)C=C1)F 2-[4-(difluoromethoxy)phenoxy]-N-(3-methylsulfonylphenyl)-5-(trifluoromethyl)pyridine-3-carboxamide